(2S,5R)-N-(2-(4,6-difluoroisoquinolin-1-yl)propan-2-yl)-5-(hydroxymethyl)morpholine-2-carboxamide hydrochloride Cl.FC1=CN=C(C2=CC=C(C=C12)F)C(C)(C)NC(=O)[C@@H]1CN[C@@H](CO1)CO